tert-butyl N-[2-[2-(2-chloro-4-nitrophenyl)ethoxy]ethyl]-N-methylcarbamate ClC1=C(C=CC(=C1)[N+](=O)[O-])CCOCCN(C(OC(C)(C)C)=O)C